8-bromo-2-(4,4-dimethyl-1,4-azasilinan-1-yl)-3,6-dimethylquinazolin-4-one BrC=1C=C(C=C2C(N(C(=NC12)N1CC[Si](CC1)(C)C)C)=O)C